FC1=C(C=CC(=C1)C1(CC1)C(=O)O)C1=CC=C(C=C1)N1N=CC(=C1NC(=O)O[C@H](C)C1=CC=CC=C1)F (R)-1-(2-fluoro-4'-(4-fluoro-5-(((1-phenylethoxy)carbonyl)amino)-1H-pyrazol-1-yl)-[1,1'-biphenyl]-4-yl)cyclopropane-1-carboxylic acid